1-(4-bromo-1,1'-dimethyl-1H,1'H-[3,4'-bipyrazol]-5-yl)-3-((3S,4R)-4-(3,4-difluorophenyl)-1-(2-methoxyethyl)pyrrolidin-3-yl)urea BrC=1C(=NN(C1NC(=O)N[C@@H]1CN(C[C@H]1C1=CC(=C(C=C1)F)F)CCOC)C)C=1C=NN(C1)C